[N+](=O)([O-])C1=C(C=CC=C1)C(C#N)O[Si](C)(C)C 2-(2-nitrophenyl)-2-[(trimethylsilyl)oxy]acetonitrile